BrC1=C2C=NNC(C2=CC=C1)=O 5-bromophthalazin-1(2H)-one